C1(=CC=CC=C1)N1N=CC(=C1)C=O 1-phenyl-1H-pyrazole-4-carbaldehyde